11-tetradecatrienyl acetate CCCC(CCCCC=CC=CC=C)OC(=O)C